(6-methoxy-5-(trifluoromethyl)pyridin-3-yl)ethan-1-ol COC1=C(C=C(C=N1)C(C)O)C(F)(F)F